N-(3-(difluoromethyl)-1-(1-((5-(2,4-dioxotetrahydropyrimidin-1(2H)-yl)pyridin-3-yl)methyl)piperidin-4-yl)-1H-pyrazol-4-yl)-5-morpholinopyrazolo[1,5-a]pyrimidine-3-carboxamide FC(C1=NN(C=C1NC(=O)C=1C=NN2C1N=C(C=C2)N2CCOCC2)C2CCN(CC2)CC=2C=NC=C(C2)N2C(NC(CC2)=O)=O)F